ClC1=CC(=CC=2N=C(OC21)C=2C(=C(C=CC2)C2=C(C(=CC=C2)C=2OC=1CNCCC1N2)C)C)CN2C[C@@H](CC2)C(=O)O (R)-1-((7-chloro-2-(2,2'-dimethyl-3'-(4,5,6,7-tetrahydrooxazolo[5,4-c]pyridin-2-yl)-[1,1'-biphenyl]-3-yl)benzo[d]oxazol-5-yl)methyl)pyrrolidine-3-carboxylic acid